[H-].[F-].[Zr+2] zirconium fluoride hydride